2-(methyl-sulfonyl)benzol CS(=O)(=O)C1=CC=CC=C1